4-(azepin-4-ylthio)-6-(1-methyl-1H-pyrazol-4-yl)pyrazolo[1,5-a]pyrazine N1C=CC(=CC=C1)SC=1C=2N(C=C(N1)C=1C=NN(C1)C)N=CC2